COC(C1=C(C=CC=C1)[C@@H]1O[C@H]([C@@H]([C@@H]1N=[N+]=[N-])OC(C)=O)N1N=CC=2C1=NC(=CC2Cl)Cl)=O ((2S,3R,4R,5R)-4-Acetoxy-3-azido-5-(4,6-dichloro-1H-pyrazolo[3,4-b]pyridin-1-yl)tetrahydrofurane-2-yl)benzoic acid methyl ester